5-{(E)-(1S,5S,6R,7R)-7-hydroxy-6-[(E)-(3S,4RS)-3-hydroxy-4-methyl-1-octen-6-ynyl]-bicyclo[3.3.0]octan-3-ylidene}pentanoic acid O[C@H]1[C@@H]([C@H]2C\C(\C[C@H]2C1)=C\CCCC(=O)O)\C=C\[C@H]([C@@H](CC#CC)C)O |&1:19|